COC1=CC=C(C=C1)N1N=C(C(=C1)C1=CC=CC=C1)C1=CC2=CC=CC=C2C=C1 (4-methoxyphenyl)-3-(naphthalen-2-yl)-4-phenyl-1H-pyrazole